2-(1-(2-hydroxyethyl)cyclopropyl)isoindoline-1,3-dione OCCC1(CC1)N1C(C2=CC=CC=C2C1=O)=O